BrCC(C(=O)N(C)C1=C(C=C(C(=C1)NC1=NC=CC(=N1)C1=CN(C2=CC=CC=C12)C)OC)N(C)CCN(C)C)=C 2-(bromomethyl)-N-[2-[2-(dimethylamino)ethyl-methyl-amino]-4-methoxy-5-[[4-(1-methylindol-3-yl)pyrimidin-2-yl]amino]phenyl]-N-methyl-prop-2-enamide